NC1=C(C=NC=2N1N=CC2C2=NN=NN2)C2=C(C=CC1=C2SC(=C1)C(=O)O)C 7-(7-amino-3-(1H-tetrazol-5-yl)pyrazolo[1,5-a]pyrimidin-6-yl)-6-methylbenzo[b]thiophene-2-carboxylic acid